4,4'-(1,4-phenylenebis(propane-2,2-diyl))bis(2-cyclohexylphenol) C1(=CC=C(C=C1)C(C)(C)C1=CC(=C(C=C1)O)C1CCCCC1)C(C)(C)C1=CC(=C(C=C1)O)C1CCCCC1